4-(1-benzofuran-2-yl)-5-chloro-N-[3-methoxy-4-(4-methylpiperazin-1-yl)phenyl]Pyrimidin-2-amine O1C(=CC2=C1C=CC=C2)C2=NC(=NC=C2Cl)NC2=CC(=C(C=C2)N2CCN(CC2)C)OC